4-(1H-imidazol-1-yl)-N-phenylpicolinamide N1(C=NC=C1)C1=CC(=NC=C1)C(=O)NC1=CC=CC=C1